1-(3-acetylphenyl)-3-(3-(2-methoxyethyl)-2-(4-methoxyphenyl)-4-oxo-3,4-dihydroquinazolin-6-yl)urea C(C)(=O)C=1C=C(C=CC1)NC(=O)NC=1C=C2C(N(C(=NC2=CC1)C1=CC=C(C=C1)OC)CCOC)=O